1,3-diaminopropaneselon NCC(CN)=[Se]